(1s,4s)-4-((5-([1,2,4]triazolo[1,5-a]pyridin-7-yl)-7H-pyrrolo[2,3-d]pyrimidin-2-yl)amino)-1-methylcyclohexan-1-ol N=1C=NN2C1C=C(C=C2)C2=CNC=1N=C(N=CC12)NC1CCC(CC1)(O)C